N[C@H](C(=O)[N+]#[C-])C1[C@H]2CCC#CCC[C@@H]12 (S)-2-amino-2-((1R,8S,9r)-bicyclo[6.1.0]non-4-yn-9-yl)acetic acid Isonitrile